2-methoxyethyl (1S,2R,5R)-3-((6-(cyclohexyloxy) pyridin-3-yl) sulfonyl)-2-(((tetrahydro-2H-pyran-2-yl) oxy) carbamoyl)-3,8-diazabicyclo[3.2.1]octane-8-carboxylate C1(CCCCC1)OC1=CC=C(C=N1)S(=O)(=O)N1[C@H]([C@@H]2CC[C@H](C1)N2C(=O)OCCOC)C(NOC2OCCCC2)=O